NC1=C2N(C(N(C2=NC(N1)=NS(=O)(=O)CCC)CC1=CC=CC=C1)=O)C(=O)N1CCC1 6-amino-7-(azetidine-1-carbonyl)-9-benzyl-2-(propylsulfonylimino)purin-8-one